(2-bromoethoxy)-1H-indazole BrCCON1N=CC2=CC=CC=C12